6-(4-(4-isopropylpiperazin-1-yl)phenyl)-1,2-dimethyl-N-(6-methylpyridin-3-yl)-1H-benzo[d]imidazol-4-amine C(C)(C)N1CCN(CC1)C1=CC=C(C=C1)C=1C=C(C2=C(N(C(=N2)C)C)C1)NC=1C=NC(=CC1)C